CN(CCOC1=NC=C(N=C1)C1=NC=CC=C1)C N,N-dimethyl-2-((5-(pyridin-2-yl)pyrazin-2-yl)oxy)ethan-1-amine